C(C)C=1C2=C(C(N(N1)CC(=O)NC1=NC=CC=N1)=O)SC(=C2)NC 2-[4-ethyl-2-(methylamino)-7-oxo-6H,7H-thieno[2,3-d]pyridazin-6-yl]-N-(pyrimidin-2-yl)acetamide